NC1CCC=2C=3C1=C1C(=NC3C=C(C2C)F)C2=CC3=C(C(N2C1)=O)COC(C3(O)CC)=O 1-amino-9-ethyl-5-fluoro-2,3-dihydro-9-hydroxy-4-methyl-1h,12h-benzo[de]pyrano[3',4':6,7]indolizino[1,2-b]quinoline-10,13(9h,15h)-dione